CN1C2=CC=CC=C2C(C12CCNCC2)=O 1-methylspiro[indoline-2,4'-piperidine]-3-one